6-((3S)-2-(2,6-Dioxopiperidin-3-yl)-3-methyl-1-oxoisoindolin-5-yl)-4-methyl-2-(methylamino)nicotinonitril O=C1NC(CCC1N1C(C2=CC=C(C=C2[C@@H]1C)C1=NC(=C(C#N)C(=C1)C)NC)=O)=O